OB1OCC2=C1C(=C(C=C2)C(=O)N[C@@H](C(C)C)C(=O)OC(C(F)(F)F)C(F)(F)F)C 1,1,1,3,3,3-Hexafluoropropan-2-yl (1-hydroxy-7-methyl-1,3-dihydrobenzo[c][1,2]oxaborole-6-carbonyl)-L-valinate